N-(3-(2-(2-chlorobenzo[d]thiazol-6-ylamino)-[1,2,4]triazolo[1,5-a]pyridin-5-yloxy)phenyl)acrylamide ClC=1SC2=C(N1)C=CC(=C2)NC2=NN1C(C=CC=C1OC=1C=C(C=CC1)NC(C=C)=O)=N2